methyl (5S)-2-(cyclopropanecarbonylamino)-5-[3-[[5-(difluoromethoxy)-2-methyl-pyrazol-3-yl]amino]-1,2,4-triazol-4-yl]-4,5,6,7-tetrahydrobenzothiophene-3-carboxylate C1(CC1)C(=O)NC=1SC2=C(C1C(=O)OC)C[C@H](CC2)N2C(=NN=C2)NC=2N(N=C(C2)OC(F)F)C